NC=1C=CC(=NC1)N1N=C(C(=C1)C1=CN=C(N1C)C(=O)NC1=CC(=C(C=C1)C(=O)N1CCNCC1)Cl)C(F)(F)F 5-[1-(5-amino-2-pyridyl)-3-(trifluoromethyl)pyrazol-4-yl]-N-[3-chloro-4-(piperazine-1-carbonyl)phenyl]-1-methylimidazole-2-carboxamide